N-(7-(4-Isopropylphenyl)-4-(methylsulfonyl)-2,3-dihydrobenzofuran-5-yl)acetamide C(C)(C)C1=CC=C(C=C1)C1=CC(=C(C=2CCOC21)S(=O)(=O)C)NC(C)=O